6-(4-hydroxybenzylamino)-9-β-D-arabinofuranosylpurine OC1=CC=C(CNC2=C3N=CN(C3=NC=N2)[C@H]2[C@@H](O)[C@H](O)[C@H](O2)CO)C=C1